[N-]=C=S.C(C)(=O)O[C@H]1[C@H](O)O[C@@H]([C@H]([C@@H]1OC(C)=O)OC(C)=O)COC(C)=O L-2,3,4,6-tetra-O-acetyl-beta-D-Glucopyranose Isothiocyanate